OC=1C(=NC=CC1)C(=O)O 3-hydroxypyridine-2-carboxylic acid